(5-(((1R,2R)-2-aminocyclopentyl)oxy)-1-oxoisoindolin-2-yl)piperidine-2,6-dione hydrochloride Cl.N[C@H]1[C@@H](CCC1)OC=1C=C2CN(C(C2=CC1)=O)N1C(CCCC1=O)=O